O(O)C(CCCCC=CC=CC=CC=CC(=O)O)CCCCCCCC 14-hydroperoxy-docosatetraenoic acid